4-(5-amino-4-chloro-pyrazol-1-yl)-6-morpholino-pyridin-3-amine NC1=C(C=NN1C1=C(C=NC(=C1)N1CCOCC1)N)Cl